Tert-butyl N-[(1r,4r)-4-{[3-(4-{2-[ethyl(isopropyl)carbamoyl]-4-fluorophenyl}-1H-pyrazolo[3,4-b]pyridin-6-yl)pyrrolidin-1-yl]methyl}cyclohexyl]carbamate C(C)N(C(=O)C1=C(C=CC(=C1)F)C1=C2C(=NC(=C1)C1CN(CC1)CC1CCC(CC1)NC(OC(C)(C)C)=O)NN=C2)C(C)C